(R)-N-t-butoxycarbonyl-3-iodoalanine methyl ester COC([C@@H](NC(=O)OC(C)(C)C)CI)=O